6-amino-2-(3,5-dichloro-4-((7'-fluoro-2'-oxospiro[cyclobutane-1,3'-indoline]-5'-yl)oxy)phenyl)-1,2,4-triazine-3,5(2h,4h)-dione NC=1C(NC(N(N1)C1=CC(=C(C(=C1)Cl)OC=1C=C2C3(C(NC2=C(C1)F)=O)CCC3)Cl)=O)=O